C1(=CC(=CC=C1)C(=O)N1C(C1)C)C(=O)N1C(C1)C 1'-(1,3-phenylenedicarbonyl)bis[2-methyl-aziridine]